C(C1=CC=CC=C1)OC=1C=CC2=C(CC(N(CC2)CCO[Si](C2=CC=CC=C2)(C2=CC=CC=C2)C(C)(C)C)=O)C1 8-(benzyloxy)-3-(2-((tert-butyldiphenylsilyl)oxy)ethyl)-1,3,4,5-tetrahydro-2H-benzo[d]azepin-2-one